1-(2-oxo-1,3-dioxolan-4-yl)-1H-indole-5-carbonitrile O=C1OCC(O1)N1C=CC2=CC(=CC=C12)C#N